ethyl (2E)-2-norbornane-2-ylideneacetate C12\C(\CC(CC1)C2)=C\C(=O)OCC